4-((2-oxoethoxy)methyl)piperidine-1-carboxylic acid tert-butyl ester C(C)(C)(C)OC(=O)N1CCC(CC1)COCC=O